5-(Aminomethyl)-3-pyridinecarbonitrile NCC=1C=C(C=NC1)C#N